(5-(2-((tert-butyldimethylsilyl)oxy)-2-(5-chloropyridin-2-yl)ethoxy)-1,3,4-thiadiazol-2-yl)-4-(2-methoxyphenyl)-6-methylnicotinamide [Si](C)(C)(C(C)(C)C)OC(COC1=NN=C(S1)C1=C(C(=O)N)C(=CC(=N1)C)C1=C(C=CC=C1)OC)C1=NC=C(C=C1)Cl